(S)-(3-aminopyrrolidin-1-yl)(5-(5-(1-isopropylpiperidin-4-yl)pyridin-2-yl)-3-methylthiophen-2-yl)methanone N[C@@H]1CN(CC1)C(=O)C=1SC(=CC1C)C1=NC=C(C=C1)C1CCN(CC1)C(C)C